chlorothiophene-2-carbaldehyde ClC1=C(SC=C1)C=O